C(C)(C)(C)[S@@+]([O-])/N=C(\C)/C=1C=CC=C2C(=C(NC12)C(=O)OCC)C1=CC(=C(C=C1)CS(=O)(=O)C)F (R)-tert-Butyl(((1E)-1-(2-(ethoxycarbonyl)-3-(3-fluoro-4-((methylsulfonyl)methyl)phenyl)-1H-indol-7-yl)ethylidene)amino)sulfaniumolate